C(C)[C@@H]1N[C@H](CC(C1)C=1N=NC2=CC(=CC(=C2C1)F)C=1C=C(C=2N(N1)C=C(N2)C)C)CC 3-[(2S,6S)-2,6-diethylpiperidin-4-yl]-7-(2,8-dimethylimidazo[1,2-b]pyridazin-6-yl)-5-fluorocinnoline